C1OCC12CC(C2)OC2=CC(=C(C#N)C=C2N)Cl 4-((2-oxaspiro[3.3]heptan-6-yl)oxy)-5-amino-2-chlorobenzonitrile